N-methyl-2-(p-tolyloxy)ethan-1-amine hydrochloride Cl.CNCCOC1=CC=C(C=C1)C